BrC1=C2CC[C@@H](C2=CC=C1)OC1=C(C=C(C(=N1)OC)C=O)C(F)(F)F 6-[(1S)-4-Bromoindan-1-yl]oxy-2-methoxy-5-(trifluoromethyl)pyridine-3-carbaldehyde